[Ag].FC1=C(C=C(C=C1)[C@@H](C(=O)NC=1SC(=NN1)N[C@H]1CN(CC1)C=1N=NC(=CC1)C)OC)OC (2S)-2-(4-fluoro-3-methoxy-phenyl)-2-methoxy-N-[5-[[(3R)-1-(6-methylpyridazin-3-yl)pyrrolidin-3-yl]amino]-1,3,4-thiadiazol-2-yl]acetamide silver